chloro-8-cyclopentyl-5-methylpyrido[2,3-D]pyrimidin-7(8H)-one ClC=1N=CC2=C(N1)N(C(C=C2C)=O)C2CCCC2